[Ca].[Na] Natrium-Calcium